ClC=1C=NC=CC1Cl 3,4-dichloropyridine